(S)-2-((2-((S)-4-(difluoromethyl)-2-carbonyloxazolidin-3-yl)-5,6-dihydroimidazo[1,2-d]pyrido[3,4-f][1,4]oxazepin-9-yl)amino)propionamide FC([C@H]1N(C(OC1)=C=O)C=1N=C2N(CCOC3=C2C=NC(=C3)N[C@H](C(=O)N)C)C1)F